CC1=C(C(=C(C1([Hf]C1(C=CC2=CC=3CC(CC3C=C12)(CC)CC)C(C)(C)C)C)C)C)C pentamethylcyclopentadienyl-(1-tert-butyl-6,6-diethyl-1,5,6,7-tetrahydro-s-indacenyl)hafnium